3-methyl-2-pentanamine CC(C(C)N)CC